FC1=CC(=CC=2N(C(=NC21)N2C[C@H]([C@@H](CC2)F)N)CC2=NC=C(C=C2)F)F (3R,4R)-1-(4,6-Difluoro-1-((5-fluoropyridin-2-yl)methyl)-1H-benzo[d]imidazol-2-yl)-4-fluoropiperidin-3-amin